N-(3-(5-morpholino-1H-benzo[d]imidazol-2-yl)-1H-pyrazol-4-yl)-7H-pyrrolo[2,3-d]pyrimidin-4-amine O1CCN(CC1)C1=CC2=C(NC(=N2)C2=NNC=C2NC=2C3=C(N=CN2)NC=C3)C=C1